FC(C(=O)N(C1CCOCC1)C1=C(C(=O)O)C=CC(=C1)N1CCN(CC1)C(C(F)(F)F)=O)(F)F 2-(2,2,2-trifluoro-N-(tetrahydro-2H-pyran-4-yl)acetamido)-4-(4-(2,2,2-trifluoroacetyl)piperazin-1-yl)benzoic acid